ClC=1C(=CC2=C(NC(=N2)OC=2C=CC(=C(N)C2)C)C1)C=1C=C2C=CN(C2=CC1)C 5-((6-chloro-5-(1-methyl-1H-indol-5-yl)-1H-benzo[d]imidazol-2-yl)oxy)-2-methylaniline